p-Nitrophenyl Diazopyruvate [N+](=[N-])=CC(C(=O)OC1=CC=C(C=C1)[N+](=O)[O-])=O